MERCAPTOPYRIMIDINE SC1=NC=CC=N1